[N+](=O)([O-])C=1N=C2OC[C@H](CN2C1)OCCCN1CCN(CC1)C(=O)OC(C)(C)C tert-Butyl 4-(3-{[(6S)-2-nitro-5H,6H,7H-imidazo[2,1-b][1,3]oxazin-6-yl]oxy}propyl)piperazine-1-carboxylate